N-(cyclopropylmethyl)-5-methylpyrazolo[1,5-a]pyridine-7-carboxamide C1(CC1)CNC(=O)C1=CC(=CC=2N1N=CC2)C